C(C)(C)(C)OC(=O)N=S(=O)(CCOC)C=1C=CC(=NC1)C(=O)OC methyl 5-[N-tert-butoxycarbonyl-S-(2-methoxyethyl)sulfonimidoyl]pyridine-2-carboxylate